(R)-N-(3-(1-((2-amino-5-(1-methyl-1H-pyrazol-4-yl)pyridin-3-yl)oxy)ethyl)phenyl)-2,3-dihydrobenzo[b]thiophene-6-carboxamide 1,1-dioxide NC1=NC=C(C=C1O[C@H](C)C=1C=C(C=CC1)NC(=O)C=1C=CC2=C(S(CC2)(=O)=O)C1)C=1C=NN(C1)C